2-(5-chloro-3-fluoro-pyridin-2-yl)-2-methyl-propionitrile ClC=1C=C(C(=NC1)C(C#N)(C)C)F